C1(CC1)C(=O)NC1=NC=CC(=C1)OC1=C(C=C(C=C1)C=1N(C=C(N1)C(=O)N)C1=C(C=CC=C1)Br)F (4-{[2-(cyclopropanecarboxamido)pyridin-4-yl]oxy}-3-fluorophenyl)-1-(2-bromophenyl)-1H-imidazole-4-carboxamide